tert-butyl N-{6-bromo-5-[(2R)-2-[(tert-butoxycarbonyl)amino]-1-hydroxypropyl]thieno[3,2-c][1,2]thiazol-3-yl}-N-(thiophen-2-ylmethyl)carbamate BrC1=C(SC=2C1=NSC2N(C(OC(C)(C)C)=O)CC=2SC=CC2)C([C@@H](C)NC(=O)OC(C)(C)C)O